C(CCC)OC=1N=C(C2=C(N1)C(=NN2)CC2=C(C=C(C=C2)CN2C[C@H](NCC2)C)OC)N (R)-5-butoxy-3-(2-methoxy-4-((3-methylpiperazin-1-yl)methyl)benzyl)-1H-pyrazolo[4,3-d]pyrimidin-7-amine